6-((cyclopentylmethyl)(methyl)amino)-4-((methylamino)methyl)-2,3-dihydro-1H-pyrrolo[3,4-c]pyridine C1(CCCC1)CN(C1=CC2=C(C(=N1)CNC)CNC2)C